trans-8-dodecene acetate C(C)(=O)O.CCCCCCC\C=C\CCC